C(C)C(C(=O)OOC(CCCCCCCC)=O)CCCC nonanoyl 2-ethylhexanoyl peroxide